(Z)-(2-fluorophenyl)-7-(pyridine-2-yl)hept-6-en-1-one FC1=C(C=CC=C1)C(CCCC\C=C/C1=NC=CC=C1)=O